tert-Butyl 3-bromo-5-nitrobenzoate BrC=1C=C(C(=O)OC(C)(C)C)C=C(C1)[N+](=O)[O-]